benzyl (3-((2-((tert-butoxycarbonyl)amino)ethyl)amino)cyclohexyl)-carbamate C(C)(C)(C)OC(=O)NCCNC1CC(CCC1)NC(OCC1=CC=CC=C1)=O